COC(=O)C=1C=C2CCO[C@]3(C[C@@H](N[C@@H](C3)C=3N=NN(C3)C)C)C2=CC1 (1S,2'S,6'S)-2'-methyl-6'-(1-methyl-1H-1,2,3-triazol-4-yl)spiro[isochroman-1,4'-piperidine]-6-carboxylic acid methyl ester